7'-((1R,3R)-3-hydroxycyclohexyl)-2'-((3-(pyrazolo[1,5-a]pyrimidin-3-yl)-1H-pyrazol-4-yl)amino)spiro[cyclopropane-1,5'-pyrrolo[2,3-d]pyrimidin]-6'(7'H)-one O[C@H]1C[C@@H](CCC1)N1C(C2(C3=C1N=C(N=C3)NC=3C(=NNC3)C=3C=NN1C3N=CC=C1)CC2)=O